bisphenol-A acrylate C(C=C)(=O)O.OC1=CC=C(C=C1)C(C)(C)C1=CC=C(C=C1)O